C1C(CC2=CC=CC=C12)OCC1=C(C=CC(=C1)OC1(CC1)C(=O)O)C1=CC(=C(C(=C1)OC)C)OC 1-({2-[(2,3-dihydro-1H-inden-2-yloxy)methyl]-3',5'-dimethoxy-4'-methyl-[1,1'-biphenyl]-4-yl}oxy)cyclopropane-1-carboxylic acid